5-(3-methoxyphenyl)-N-(3-((4-methylpiperazin-1-yl)methyl)-1,2,4-thiadiazol-5-yl)furan-3-carboxamide COC=1C=C(C=CC1)C1=CC(=CO1)C(=O)NC1=NC(=NS1)CN1CCN(CC1)C